C(C=C)OCC(C)(C)S(=O)(=O)C1(CC1)CN1C(C2=C(CC1)C(=NN2C)C(=O)NCC2=CC=C(C=C2)Cl)=O 6-((1-((1-(Allyloxy)-2-methylpropan-2-yl)sulfonyl)cyclopropyl)methyl)-N-(4-chlorobenzyl)-1-methyl-7-oxo-4,5,6,7-tetrahydro-1H-pyrazolo[3,4-c]pyridine-3-carboxamide